Cl.N1(CCNCCC1)C=1C=C2C(N(C(C2=CC1)=O)C1ONOCC1)=O 5-(1,4-diazacycloheptan-1-yl)-2-(2,6-dioxapiperidin-3-yl)isoindoline-1,3-dione hydrochloride